(2-but-3-enoxy-phenyl)-ethanone C(CC=C)OC1=C(C=CC=C1)C(C)=O